C(C)(C)(C)OC(=O)[C@]1(C[C@H](N(CC1)CC1=C(C(=CC=C1)Cl)F)C)CC=1C(=C(C(=O)O)C=C(N1)NC1=NN(C(=C1)C)C(C)(C)C)F 2-(((2R,4R)-4-(tert-Butoxycarbonyl)-1-(3-chloro-2-fluorobenzyl)-2-methylpiperidin-4-yl)methyl)-6-((1-(tert-butyl)-5-methyl-1H-pyrazol-3-yl)amino)-3-fluoroisonicotinic acid